5-bromo-2-(perfluoroethyl)-4-(trifluoromethyl)imidazo[1,2-a][1,8]naphthyridine-8-carboxylic acid BrC1=CC=2N(C=3N=C(C=C(C13)C(F)(F)F)C(C(F)(F)F)(F)F)C=C(N2)C(=O)O